3-[[2-(4-morpholin-4-ylphenyl)imidazo[1,2-a]pyrazin-3-yl]amino]benzoic acid N1(CCOCC1)C1=CC=C(C=C1)C=1N=C2N(C=CN=C2)C1NC=1C=C(C(=O)O)C=CC1